O1CC(CCC1)C(=O)[O-] tetrahydro-2H-pyran-3-carboxylate